O=C1CN(CC(N1)=O)CC(C)N1CC(NC(C1)=O)=O d-1,2-bis(3,5-dioxopiperazine-1-yl)propane